2-(benzyloxy)-3-fluoro-5-(4,4,5,5-tetramethyl-1,3,2-dioxaborolan-2-yl)benzaldehyde C(C1=CC=CC=C1)OC1=C(C=O)C=C(C=C1F)B1OC(C(O1)(C)C)(C)C